4-(5-methylpyrazin-2-yl)aniline CC=1N=CC(=NC1)C1=CC=C(N)C=C1